1-(Azetidin-1-yl)-2-((3R,4S)-4-((5-(1-(2,2-difluoroethyl)-1H-benzo[d][1,2,3]triazol-6-yl)-4-methoxypyrrolo[2,1-f][1,2,4]triazin-2-yl)amino)-3-fluoropiperidin-1-yl)ethan-1-one N1(CCC1)C(CN1C[C@H]([C@H](CC1)NC1=NN2C(C(=N1)OC)=C(C=C2)C=2C=CC1=C(N(N=N1)CC(F)F)C2)F)=O